Hexanolide C1(CCCCCO1)=O